3-(4-fluorophenyl)-4-[6-(1-methylimidazol-4-yl)furo[2,3-d]pyrimidin-4-yl]-1H-pyrazole FC1=CC=C(C=C1)C1=NNC=C1C=1C2=C(N=CN1)OC(=C2)C=2N=CN(C2)C